OC1=C(C(=O)C2=CC=CC=C2)C=C(C(=C1)O)/C=N/C1=CC=CC=C1 (E)-2,4-dihydroxy-5-((phenylimino)methyl)benzophenone